4-(6-oxo-5-phenylpyrimidin-1(6H)-yl)piperidine-1-carboxylic acid tert-butyl ester C(C)(C)(C)OC(=O)N1CCC(CC1)N1C=NC=C(C1=O)C1=CC=CC=C1